BrC1=CC(=C(C(=[N+]1[O-])CC)N1CC(CCC1)CC(=O)OCC)[N+](=O)[O-] 6-bromo-3-(3-(2-ethoxy-2-oxoethyl)piperidin-1-yl)-2-ethyl-4-nitropyridine 1-oxide